CC1C(O)(C(=CC(=C1C)O)C)CC(=O)[O-] 2,3,6-trimethylhydroquinone-1-acetate